1-(3-Trifluoromethylbenzyl)-1H-indazole-6-carboxylic acid FC(C=1C=C(CN2N=CC3=CC=C(C=C23)C(=O)O)C=CC1)(F)F